5-(2-chloro-3-fluorophenyl)-3-((3-methoxypropyl)amino)-4H-benzo[e][1,2,4]thiadiazine 1,1-dioxide ClC1=C(C=CC=C1F)C1=CC=CC2=C1NC(=NS2(=O)=O)NCCCOC